1-benzyl-N5-((1s,3r)-3-hydroxycyclopentyl)-N3-methyl-2-oxo-1,2-dihydropyridine-3,5-dicarboxamide C(C1=CC=CC=C1)N1C(C(=CC(=C1)C(=O)N[C@@H]1C[C@@H](CC1)O)C(=O)NC)=O